7-(cyclopentylamino)-2-(5-hydroxypentyl)-8-(naphthalen-1-ylmethyl)-6-oxo-9-(3-(trifluoromethyl)phenyl)-3,4-dihydro-2H,6H-pyrido[1,2-e][1,2,5]thiadiazine-4-carboxylic acid 1,1-dioxide C1(CCCC1)NC1=C(C(=C2N(C(CN(S2(=O)=O)CCCCCO)C(=O)O)C1=O)C1=CC(=CC=C1)C(F)(F)F)CC1=CC=CC2=CC=CC=C12